O(C1=CC=CC=C1)CCN(CCO)CCOC1=CC=CC=C1 2-(di(2-phenoxyethyl)amino)ethan-1-ol